CN1N=C2N=CC(=CC2=C1)C1=CC=C2C(=N1)C=C(S2)C2(CC(C2)OC(F)(F)F)O cis-1-(5-(2-methyl-2H-pyrazolo[3,4-b]pyridin-5-yl)thieno[3,2-b]pyridin-2-yl)-3-(trifluoromethoxy)cyclobutanol